C(N)(=O)C1=CC(=NC2=C1N=CN=C2NC21CN(CC1C2)C(=O)OC(C)(C)C)C2=CC=C(C=C2)CN2CCOCC2 tert-butyl 1-([8-carbamoyl-6-[4-(morpholin-4-ylmethyl) phenyl] pyrido[3,2-d]pyrimidin-4-yl] amino)-3-azabicyclo[3.1.0]hexane-3-carboxylate